3-(2-(pyridin-2-yl)vinyl)-1-(tetrahydro-2H-pyran-2-yl)-1H-indazol-5-amine N1=C(C=CC=C1)C=CC1=NN(C2=CC=C(C=C12)N)C1OCCCC1